N1=CN=C(C2=CC=CC=C12)N[C@H](C(=O)O)CCN(CC=1SC=CN1)CCCCC1=NC=2NCCCC2C=C1 (S)-2-(quinazolin-4-ylamino)-4-((4-(5,6,7,8-tetrahydro-1,8-naphthyridin-2-yl)butyl)(thiazol-2-ylmethyl)amino)butanoic acid